N,N-dimethyl-2-[3-[(3S)-3-methyl-1,2,3,4-tetrahydropyridin-6-yl]phenyl]ethanamine CN(CCC1=CC(=CC=C1)C1=CC[C@@H](CN1)C)C